ClC1=CC=C(C=C1)S(=O)(=O)N1CCN(CC1)C(C)C1=NC2=CC=CC=C2C(=N1)N1CCCCC1 2-{1-[4-(4-Chloro-benzenesulfonyl)-piperazin-1-yl]-ethyl}-4-piperidin-1-yl-quinazoline